1-(2-fluorophenyl)-N-(2,3,6-trifluoro-4-(8-isopropyl-2-(methylthio)-7-oxo-7,8-dihydropyrido[2,3-d]pyrimidin-6-yl)phenyl)methanesulfonamide FC1=C(C=CC=C1)CS(=O)(=O)NC1=C(C(=C(C=C1F)C1=CC2=C(N=C(N=C2)SC)N(C1=O)C(C)C)F)F